C(C)(C)(C)OC(=O)N1CC2=CC=CC=C2C[C@H]1C(=O)N1CCC(CC1)C (3S)-3-(4-methylpiperidine-1-carbonyl)-3,4-dihydro-1H-isoquinoline-2-carboxylic acid tert-butyl ester